N1(CCCCCC1)C1=C(C(=O)O)C(=C(C(=N1)C)Cl)C 2-(azepan-1-yl)-5-chloro-4,6-dimethyl-nicotinic acid